(pyrimidin-5-yl)-2-chloro-thiophenol N1=CN=CC(=C1)C=1C(=C(C=CC1)S)Cl